3-(1,1-dimethyl-2-phenyl-2-oxoethyl)-1-methylimidazole CC(C(=O)C1=CC=CC=C1)(C)N1CN(C=C1)C